BrC=1C(=NC=CN1)[C@@H](C)O |r| (rac)-1-(3-bromopyrazin-2-yl)ethan-1-ol